8-methyl-2,7-nonadiene CC(=CCCCC=CC)C